BrCC1=C(C=CC(=C1)C)F 2-(bromomethyl)-1-fluoro-4-methylbenzene